CCCCC/C=C\\C=C\\[C@H](CCCCCCCC(=O)O)OO The molecule is an HPODE (hydroperoxy-octadecadienoic acid) in which the double bonds are at positions 10 and 12 (E and Z geometry, respectively) and the hydroperoxy group is at position 9 (S configuration). It is an intermediate in the metabolic pathway for linoleic acid. It has a role as a plant metabolite, a human metabolite and a mouse metabolite. It derives from a (10E,12Z)-octadecadienoic acid. It is a conjugate acid of a 9(S)-HPODE(1-). It is an enantiomer of a 9(R)-HPODE.